5-(((2-fluoro-4-nitrophenyl)amino)methyl)-N-isopropyl-2-(methylthio)pyrimidin-4-amine FC1=C(C=CC(=C1)[N+](=O)[O-])NCC=1C(=NC(=NC1)SC)NC(C)C